Tert-butyl 4-(2-((N-(tert-butoxycarbonyl)sulfamoyl)amino)ethyl)piperidine-1-carboxylate C(C)(C)(C)OC(=O)NS(=O)(=O)NCCC1CCN(CC1)C(=O)OC(C)(C)C